5-chloro-2-iodo-4-(trifluoromethyl)phenol ClC=1C(=CC(=C(C1)O)I)C(F)(F)F